FC1(CCC(CC1)NC1=NC(=NC(=C1)OC)C=1SC=C(N1)C)F N-(4,4-difluorocyclohexyl)-6-methoxy-2-(4-methylthiazol-2-yl)pyrimidin-4-amine